4-{2-[(tert-butyldimethylsilyl)oxy]ethyl}-2,6-bis[(7Z)-hexadec-7-en-1-yl]morpholine [Si](C)(C)(C(C)(C)C)OCCN1CC(OC(C1)CCCCCC\C=C/CCCCCCCC)CCCCCC\C=C/CCCCCCCC